CN1C(=CC=C1)CCC=O 1-METHYL-1H-PYRROLE-2-PROPANAL